NC1=C(C=C(C=C1)N(C)C)S(=S)(=O)O 2-amino-5-dimethylaminophenyl-thiosulfonic acid